tert-butyl (6-(4-(trifluoromethoxy)phenyl)thiazolo[4,5-b]pyrazin-2-yl)carbamate FC(OC1=CC=C(C=C1)C=1N=C2C(=NC1)N=C(S2)NC(OC(C)(C)C)=O)(F)F